COC(C1=CC(C(=O)OC)=CC(=C1)CBr)=O 5-(bromomethyl)isophthalic acid dimethyl ester